tertbutyl (S)-3-(2,3-dichloro-6-fluorophenyl)-3-((2,4,4-trimethyl-1-oxo-1,2,3,4-tetrahydroisoquinolin-7-yl)amino)pyrrolidine-1-carboxylate ClC1=C(C(=CC=C1Cl)F)[C@@]1(CN(CC1)C(=O)OC(C)(C)C)NC1=CC=C2C(CN(C(C2=C1)=O)C)(C)C